C(C1=C(C=CC=C1)N=C=O)C1=C(C=CC=C1)N=C=O Methylenebis-phenyldiisocyanate